NC1=C(C=C(C=C1)N1N=NC=C1)O 2-amino-5-(1H-1,2,3-triazol-1-yl)phenol